FC=1C(=C(C=C(C1)CC(C)C)N1C[C@@H](N([C@H](C1)C)CC=1N=NC=CC1)C)C=1N=NNN1 3-[[(2S,6S)-4-[3-fluoro-5-isobutyl-2-(2H-tetrazol-5-yl)-phenyl]-2,6-dimeth-yl-piperazin-1-yl]-methyl]pyridazine